1-(4-Methoxyphenyl)-N-[[2-(1-piperidyl)-4-pyridyl]methyl]-methanamine COC1=CC=C(C=C1)CNCC1=CC(=NC=C1)N1CCCCC1